FC1(CCN(CC1)C1=NC(=NC=C1C)N)F 4-(4,4-Difluoropiperidin-1-yl)-5-methylpyrimidin-2-amine